5-fluoro-N,N-diisopropyl-2-(1H-pyrrolo[2,3-c]pyridin-1-yl)benzamide FC=1C=CC(=C(C(=O)N(C(C)C)C(C)C)C1)N1C=CC=2C1=CN=CC2